(S)-1-((2',6-bis(difluoromethyl)-[2,4'-bipyridin]-5-yl)oxy)-2,4-dimethylpentan-2-amine FC(C1=NC=CC(=C1)C1=NC(=C(C=C1)OC[C@](CC(C)C)(N)C)C(F)F)F